NC1=NC=NC=2N(C3=C(C=C(C=C3C21)C(F)(F)F)C)CC(=O)N2[C@@H](C[C@H](C2)F)C(=O)NC2=NC(=CC=C2)Cl (2S,4R)-1-(2-(4-amino-8-methyl-6-(trifluoromethyl)-9H-pyrimido[4,5-b]indol-9-yl)acetyl)-N-(6-chloropyridin-2-yl)-4-fluoropyrrolidine-2-carboxamide